C(C(C)(C)C)C1OC(CN1C(=O)OCC1C2=CC=CC=C2C=2C=CC=CC12)=O (9H-fluoren-9-yl)methyl 2-neopentyl-5-oxooxazolidine-3-carboxylate